1-(dodecyl-benzyl)-2-methylimidazole C(CCCCCCCCCCC)C(C1=CC=CC=C1)N1C(=NC=C1)C